NC1=C2C(=NC=N1)N(N=C2C2=CC=C(C=C2)OC2=CC=CC=C2)[C@H]2[C@@H](CN(CC2)CC=2C(=C1CN(C(C1=CC2)=O)C2C(NC(CC2)=O)=O)F)F 3-(5-(((3R,4R)-4-(4-amino-3-(4-phenoxyphenyl)-1H-pyrazolo[3,4-d]pyrimidin-1-yl)-3-fluoropiperidin-1-yl)methyl)-4-fluoro-1-oxoisoindolin-2-yl)piperidine-2,6-dione